tert-butyl 5-(2-(cyclopentylamino)-2-oxo-1-(2,3,5,6-tetrafluorophenyl) ethyl)-6-oxooct-7-enoate C1(CCCC1)NC(C(C1=C(C(=CC(=C1F)F)F)F)C(CCCC(=O)OC(C)(C)C)C(C=C)=O)=O